methyldimethoxy(N-methyl-acetamido)silane C[Si](N(C(C)=O)C)(OC)OC